6-(2,7-Dimethyl-2H-indazol-5-yl)-4-methoxy-2-(piperidin-4-yl)-1,3-benzothiazol CN1N=C2C(=CC(=CC2=C1)C1=CC2=C(N=C(S2)C2CCNCC2)C(=C1)OC)C